ClC1=NC=C2C=CN=C(C2=C1)C#CC1=CC=C(C#N)C=C1 4-((7-chloro-2,6-naphthyridin-1-yl)ethynyl)benzonitrile